FC1=CC=C(C=C1)N1C(=C(C2=C1C=C1C=NNC1=C2)C2=CC=C(C(=O)O)C=C2)C2(CCC2)COC 4-[5-(4-fluorophenyl)-6-[1-(methoxymethyl)cyclobutyl]-1H-pyrrolo[2,3-f]indazol-7-yl]benzoic Acid